C(C)S(=O)(=O)C=1C(=NC2=CC=CC=C2C1)C1=NN2C(C=NC(=C2)C(F)(F)F)=N1 3-Ethylsulfonyl-2-[6-(trifluoromethyl)-[1,2,4]triazolo[1,5-a]pyrazin-2-yl]quinoline